CC1=CC=C(SCC=2SC=C(N2)CN(C(=O)C=2OC=CC2)CC(C)C)C=C1 2-(p-methylthiophenoxymethyl)-4-(N-isobutyl-N-furoyl-aminomethyl)-thiazole